Methyl (4-chlorophenyl)acetate ClC1=CC=C(C=C1)CC(=O)OC